divinyl citraconate C(\C(\C)=C/C(=O)OC=C)(=O)OC=C